1-(5-(difluoromethyl)pyridin-2-yl)-3-(isoquinolin-4-yl)-2-oxoimidazolidine-4-carbonitrile FC(C=1C=CC(=NC1)N1C(N(C(C1)C#N)C1=CN=CC2=CC=CC=C12)=O)F